NC1=C(C=2C=C(C=3N(C2N1C1=C(C(=CC=C1C)OC)C)N=CN3)Cl)C#N 7-amino-4-chloro-8-(3-methoxy-2,6-dimethylphenyl)-8H-pyrrolo[3,2-e][1,2,4]triazolo[1,5-a]pyridine-6-carbonitrile